ClC=1C(N(C(=CC1OCC1=NC=C(C=C1F)F)C)C1=CC(=NC=C1C)[Sn](CCCC)(CCCC)CCCC)=O 3-chloro-4-[(3,5-difluoro-2-pyridyl)methoxy]-6-methyl-1-(5-methyl-2-tributylstannyl-4-pyridyl)pyridin-2-one